CC1(OB(OC1(C)C)C1=CC=C(C=C1)N1CCN(CC1)C1=CC=C(C=C1)C=1N=NN(C1)[C@H]([C@H](C)O)CC)C (2S,3S)-3-(4-(4-(4-(4-(4,4,5,5-tetramethyl-1,3,2-dioxaborolan-2-yl)phenyl)piperazin-1-yl)phenyl)-1H-1,2,3-triazol-1-yl)pentan-2-ol